COC=1C=C2C=CC(=CC2=CC1)[C@@H](C(=O)OCN1C=CC2=C1N=CN=C2N([C@@H]2CC[C@H](CC2)CS(NC)(=O)=O)C)C (4-(Methyl((trans)-4-((N-methylsulfamoyl) methyl)cyclohexyl)amino)-7H-pyrrolo[2,3-d]pyrimidin-7-yl)methyl (S)-2-(6-methoxynaphthalen-2-yl)propanoate